nickel-chromium aluminum copper [Cu].[Al].[Cr].[Ni]